ClC(=O)N(CC(=O)OCC)C ethyl N-(chloroformyl)-N-methylglycinate